tert-butyl 4-{2-[6-(methoxymethoxy)-2,7-dimethylindazol-5-yl]thieno[2,3-d][1,3]thiazol-5-yl}piperidine-1-carboxylate COCOC=1C(=CC2=CN(N=C2C1C)C)C=1SC2=C(N1)SC(=C2)C2CCN(CC2)C(=O)OC(C)(C)C